CN(CC(CCCCCCCCC)COCCCCCCCC\C=C/C\C=C/CCCCC)C N,N-dimethyl-2-{[(9Z,12Z)-octadeca-9,12-dien-1-yloxy]methyl}undecan-1-amine